FC1=C(C=C(C=N1)B(O)O)C (6-Fluoro-5-methylpyridin-3-yl)-boronic acid